BrC1=CC2=C(S(CC(C(N2)=O)CCC(C)(F)F)(=O)=O)C=C1OC 7-bromo-3-(3,3-difluorobutyl)-8-methoxy-2,3-dihydrobenzo[b][1,4]thiazepin-4(5H)-one 1,1-dioxide